4-(3-bromo-5-(difluoro(phenyl)methylsulfonyl)phenyl)morpholine BrC=1C=C(C=C(C1)S(=O)(=O)C(C1=CC=CC=C1)(F)F)N1CCOCC1